NC1=C(N=CC(=N1)N1CCC2([C@@H](COC2)N)CC1)SC1=C2C(=CNC2=CC=C1)F (S)-8-(6-amino-5-((3-fluoro-1H-indol-4-yl)thio)pyrazin-2-yl)-2-oxa-8-azaspiro[4.5]decan-4-amine